C(C)(C)C1=C(NC=2C1=NC(=CC2)OC2CCN(CC2)CC(C)(O)C)C=2C=C(C=1N(C2)N=CN1)OC 1-(4-((3-isopropyl-2-(8-methoxy-[1,2,4]triazolo[1,5-a]pyridin-6-yl)-1H-pyrrolo[3,2-b]pyridin-5-yl)oxy)piperidin-1-yl)-2-methylpropan-2-ol